2-(4-chlorophenoxy)-N-((2-cyanobenzo[b]thiophen-4-yl)methyl)-2-methylpropanamide ClC1=CC=C(OC(C(=O)NCC2=CC=CC=3SC(=CC32)C#N)(C)C)C=C1